4-(4-Amino-2,6-diiodophenoxy)-2-(isopropenyl)phenol NC1=CC(=C(OC2=CC(=C(C=C2)O)C(=C)C)C(=C1)I)I